N-cyanotriethylammonium tetrafluoroborate F[B-](F)(F)F.C(#N)[N+](CC)(CC)CC